1-amino-4-(benzyloxy)pyridin-1-ium 2,4,6-trimethylbenzenesulfonate CC1=C(C(=CC(=C1)C)C)S(=O)(=O)[O-].N[N+]1=CC=C(C=C1)OCC1=CC=CC=C1